CN1N=CC(=C1)N1N=C(C=C(C1=O)C(=O)OC)C1=CC=C(C=C1)[Si](C)(C)C methyl 2-(1-methyl-1H-pyrazol-4-yl)-3-oxo-6-(4-(trimethylsilyl) phenyl)-2,3-dihydropyridazine-4-carboxylate